5-{2-[4-(2-methoxyacetamido)-2-(5-methoxyquinoline-8-sulfonamido)phenyl]ethynyl}pyridine-2-carboxylic acid COCC(=O)NC1=CC(=C(C=C1)C#CC=1C=CC(=NC1)C(=O)O)NS(=O)(=O)C=1C=CC(=C2C=CC=NC12)OC